(1-(7-((perfluorophenoxy)carbonyl)naphthalen-2-yl)ethyl)phosphonic acid FC1=C(OC(=O)C2=CC=C3C=CC(=CC3=C2)C(C)P(O)(O)=O)C(=C(C(=C1F)F)F)F